Cl.N1(CCOCC1)C=1C2=C(N=C(N1)C1=CC=C(C=C1)O)C1=C(O2)N=CC=C1 4-(4-Morpholinylpyrido[3',2':4,5]furo[3,2-d]pyrimidin-2-yl)phenol hydrochloride